[Cr].[Co].[Pt].C(=O)(O)C1=C(C(=C(C=C1)C1=CC=CC=C1)C(=O)O)OC(C)=O dicarboxyl-3-acetoxybiphenyl Platinum-Cobalt-Chromium